6-(((tert-butyldimethylsilyl)oxy)methyl)-5-fluoropicolinaldehyde [Si](C)(C)(C(C)(C)C)OCC1=C(C=CC(=N1)C=O)F